(methylsulfonyl)benzene CS(=O)(=O)C1=CC=CC=C1